FC1=C(C(=CC=C1)F)C=1C(=C(N=NC1)C(=O)N)NC1=CC=C(C=C1)C(C)(C)O (2,6-difluorophenyl)-4-((4-(2-hydroxypropan-2-yl)phenyl)amino)pyridazine-3-carboxamide